1,1'-azobis(4-cyclohexanecarbonitrile) methyl-3-(allylsulfamoyl)-4-vinyl-benzoate COC(C1=CC(=C(C=C1)C=C)S(NCC=C)(=O)=O)=O.N(=NC1CCC(CC1)C#N)C1CCC(CC1)C#N